C(C)OC(C(F)(F)F)(C(F)(F)F)[C@]1(CN(CC1)C(C)(C)C=1C=NC(=CC1)C)CCC1=CC=C(C#N)C=C1 |o1:12| (R or S)-4-(2-(3-(2-ethoxy-1,1,1,3,3,3-hexafluoropropan-2-yl)-1-(2-(6-methylpyridin-3-yl)propan-2-yl)pyrrolidin-3-yl)ethyl)-benzonitrile